ethyl 8-(((S)-1-((2S,4R)-2-(((R)-1-(4-ethynylphenyl)-2-methoxyethyl)carbamoyl)-4-hydroxypyrrolidin-1-yl)-3,3-dimethyl-1-oxobutan-2-yl)amino)-8-oxooctanoate C(#C)C1=CC=C(C=C1)[C@H](COC)NC(=O)[C@H]1N(C[C@@H](C1)O)C([C@H](C(C)(C)C)NC(CCCCCCC(=O)OCC)=O)=O